7-methyl-6,7-dihydro-5H-imidazo[1,2-d][1,4]diazepin-8(9H)-one CN1CCN2C(CC1=O)=NC=C2